2,4,5-trihydroxybenzoic acid OC1=C(C(=O)O)C=C(C(=C1)O)O